(E)-4-(2-(Benzyloxy)ethyl)-1,3-diphenylhepta-4,6-dien-1-one C(C1=CC=CC=C1)OCC/C(/C(CC(=O)C1=CC=CC=C1)C1=CC=CC=C1)=C\C=C